6-cyclopropoxy-N-(1-((1S,2R)-2-fluorocyclopropyl)-2-oxo-1,2-dihydropyridin-3-yl)-2-(1-(methoxymethyl)-2-oxabicyclo[2.1.1]hexan-4-yl)-2H-pyrazolo[3,4-b]pyridine-5-carboxamide C1(CC1)OC=1C(=CC=2C(N1)=NN(C2)C21COC(C2)(C1)COC)C(=O)NC=1C(N(C=CC1)[C@@H]1[C@@H](C1)F)=O